BrC1=CC(=C(C(=O)O)C=C1)O[C@H](C(F)(F)F)C 4-bromo-2-{[(2S)-1,1,1-trifluoroprop-2-yl]oxy}benzoic acid